COC1=CC=C(C=C1)S(=O)(=O)NC=1C(=NC=CC1)C=1C=NC=NC1 4-methoxy-N-(2-(pyrimidin-5-yl)pyridin-3-yl)benzenesulfonamide